FC12CC(C1)(C2)NC(=O)NCC2=CC(=CC=C2)F 1-(3-fluoro-1-bicyclo[1.1.1]pentanyl)-3-[(3-fluorophenyl)methyl]urea